COC1=C(C=CC(=C1)OC)CNC=1N=CC2=C(N1)N(C(C(=C2)N2CCN(C1=C(C=CC=C21)C)C(=O)OCC2=CC=CC=C2)=O)C2=CC=C(C=C2)OCCN(C)C benzyl 4-[2-[(2,4-dimethoxyphenyl)methylamino]-8-[4-[2-(dimethylamino)ethoxy]phenyl]-7-oxopyrido[2,3-d]pyrimidin-6-yl]-8-methyl-2,3-dihydroquinoxaline-1-carboxylate